Dichloro(1-phenyl-4-cyanoisoquinoline) iridium (III) [Ir+3].ClC1=C2C(=C(N=C(C2=CC=C1)C1=CC=CC=C1)Cl)C#N